C(C)(C)(C)N1CC=C(C=C1)NC(CC1=C(C=CC(=C1)C(F)(F)F)O)=O N-tert.-Butyl-4-[[2-[2-hydroxy-5-(trifluoromethyl)phenyl]acetyl]amino]pyridin